O=C([C@H](O)[C@@H](O)[C@@H](O)[C@@H](O)CO)O L-Altronic acid